(+-)-3-undecene CCC=CCCCCCCC